ClC=1C=CC2=C([C@@H](C[C@@H](O2)C(=O)NC2CCC(CC2)C=2OC(=CN2)OCCOC(F)(F)F)O)C1 (2R,4R)-6-chloro-4-hydroxy-N-[(1r,4R)-4-{5-[2-(trifluoromethoxy)ethoxy]-1,3-oxazol-2-yl}cyclohexyl]-3,4-dihydro-2H-1-benzopyran-2-carboxamide